N-(4-phenylpyridin-3-yl)-2-((4-(trifluoromethoxy)phenyl)amino)pyrimidine-4-carboxamide C1(=CC=CC=C1)C1=C(C=NC=C1)NC(=O)C1=NC(=NC=C1)NC1=CC=C(C=C1)OC(F)(F)F